4-(4-chlorophenyl)pyridin ClC1=CC=C(C=C1)C1=CC=NC=C1